2-chloro-N-(5-((6-((1-(2-methoxyethyl)-1H-pyrazol-4-yl)amino)-1-methyl-1H-pyrazolo[3,4-d]pyrimidin-3-yl)amino)-6-methylpyridin-3-yl)acetamide ClCC(=O)NC=1C=NC(=C(C1)NC1=NN(C2=NC(=NC=C21)NC=2C=NN(C2)CCOC)C)C